BrC=1C(=NC(=NC1)Cl)NC=1C=CC=C2C=CN(C12)S(=O)(=O)C N-(5-bromo-2-chloropyrimidin-4-yl)-1-(methylsulfonyl)indol-7-amine